C(C)N1CC(CCC1)N1C(N(C2=CC=CC=C2C1=O)CC1=CC=C(C(=O)NO)C=C1)=O 4-((3-(1-ethylpiperidin-3-yl)-2,4-dioxo-3,4-dihydroquinazolin-1(2H)-yl)methyl)-N-hydroxybenzoamide